C(C)ONC(C1=CN=C(C=C1NC1=C(C(=CC=C1)C1=NC=C(N=C1)C)OC)NC=1C=NC(=C(C1)C)F)=O n-ethoxy-6-((6-fluoro-5-methylpyridin-3-yl)amino)-4-((2-methoxy-3-(5-methylpyrazin-2-yl)phenyl)amino)nicotinamide